pentanediol citrate C(CC(O)(C(=O)O)CC(=O)O)(=O)O.C(CCCC)(O)O